O1C(C=C2C1CCC=C2)=O 7,7a-dihydro-2(6H)-benzofuranone